[Pd].[Pd].C1(=CC=CC=C1)C(C1=CC=CC=C1)=CC(C)=O.C1(=CC=CC=C1)C(C1=CC=CC=C1)=CC(C)=O.C1(=CC=CC=C1)C(C1=CC=CC=C1)=CC(C)=O tris(diphenylmethylideneacetone) dipalladium (0)